2-(1-(6-((2,3-dichlorophenyl)thio)pyrido[2,3-b]pyrazin-2-yl)piperidin-4-yl)propan-2-amine ClC1=C(C=CC=C1Cl)SC=1C=CC=2C(=NC=C(N2)N2CCC(CC2)C(C)(C)N)N1